2-(2-hydroxy-4-dimethylamino-5-methylphenyl)-5-methyloxycarbonyl-2H-benzotriazole OC1=C(C=C(C(=C1)N(C)C)C)N1N=C2C(=N1)C=CC(=C2)C(=O)OC